C1(CC1)C=1N=C(C=C2C1N(N=C2NC(C2=CC=C(C=C2)F)=O)CC#C)C N-(7-cyclopropyl-5-methyl-1-(prop-2-yn-1-yl)-1H-pyrazolo[3,4-c]pyridin-3-yl)-4-fluorobenzamide